C[C@@H]1NCC[C@]2(C1)OCCC1=C2SC2=C1C=CC=C2 (1R,2'S)-2'-methyl-3,4-dihydrospiro[benzo[4,5]thieno[2,3-c]pyran-1,4'-piperidine]